ClC1=C(C=C(C=C1)C=1CCS(C2=C(C1C1=CC=C(C=C1)O[C@@H]1CN(CC1)CCCF)C=CC(=C2)O)(=O)=O)C 4-(4-Chloro-3-methylphenyl)-5-[4-[(3S)-1-(3-fluoropropyl)pyrrolidin-3-yl]oxyphenyl]-1,1-dioxo-2,3-dihydro-1λ6-benzothiepin-8-ol